FC(C1=C(COC2CC(C2)C(=O)O)C=CC=C1)(F)F 3-{[2-(trifluoromethyl)benzyl]oxy}cyclobutane-1-carboxylic acid